FC1=CC=C(C=C1)C1=NN2C(OCC(C2)(C)C)=C1C1=C2C(=NC=C1)C=CN2 2-(4-fluorophenyl)-6,6-dimethyl-3-(1H-pyrrolo[3,2-b]pyridin-7-yl)-5,7-dihydropyrazolo[5,1-b][1,3]oxazine